1-[3-(1-hydroxyethyl)-6-[5-(6-methyl-7-oxo-5H-pyrrolo[3,4-b]pyridin-2-yl)benzimidazol-1-yl]-2-pyridinyl]-5-methyl-pyrazole-3-carbonitrile OC(C)C=1C(=NC(=CC1)N1C=NC2=C1C=CC(=C2)C2=CC=C1C(=N2)C(N(C1)C)=O)N1N=C(C=C1C)C#N